Pyrrole, maleate salt C(\C=C/C(=O)O)(=O)O.N1C=CC=C1